silicon-boron-indium-iridium [Ir].[In].[B].[Si]